5-amino-6-fluoro-7-(8-methyl-2,3-dihydro-1H-pyrido[2,3-b][1,4]oxazin-7-yl)quinazolin NC1=C2C=NC=NC2=CC(=C1F)C1=C(C2=C(OCCN2)N=C1)C